6-Bromo-3,3-dimethyl-1-((1s,3s)-3-methyl-3-morpholinocyclobutyl)-1,3-dihydro-2H-pyrrolo[3,2-b]pyridin-2-one BrC=1C=C2C(=NC1)C(C(N2C2CC(C2)(N2CCOCC2)C)=O)(C)C